C(C)(C)(C)OC(=O)NC(C(=O)[O-])CCC=O 2-((tert-butoxycarbonyl)amino)-5-oxopentanoate